C(C)N1C2=C(N=CC1=O)C=CC(=N2)OCCNC[C@H]2CN(C(O2)=O)C2=NC1=C(OCC(N1)=O)N=C2 (S)-6-(5-(((2-((4-ethyl-3-oxo-3,4-dihydropyrido[2,3-b]pyrazin-6-yl)oxy)ethyl)amino)methyl)-2-oxooxazolidin-3-yl)-2H-pyrazino[2,3-b][1,4]oxazin-3(4H)-one